5-[(1R,3S,4R,5S)-5-[[5-cyclopropyl-3-(2,6-dichlorophenyl)-1,2-oxazol-4-yl]methoxy]-3-methyl-2-azabicyclo[2.2.1]heptane-2-yl]pyridine-2-carboxylic acid C1(CC1)C1=C(C(=NO1)C1=C(C=CC=C1Cl)Cl)CO[C@@H]1[C@H]2[C@@H](N([C@@H](C1)C2)C=2C=CC(=NC2)C(=O)O)C